N,N'-bis(2-chloroethyl)piperazine hydrochloride Cl.ClCCN1CCN(CC1)CCCl